FC=1C(=C2C(=NC1)NC=C2)C2CCN(CC2)C(=O)OC(C)(C)C tert-butyl 4-{5-fluoro-1H-pyrrolo[2,3-b]pyridin-4-yl}piperidine-1-carboxylate